FC1(CCC(CC1)NC1=NC=C(C#N)C=C1)F 6-((4,4-difluorocyclohexyl)amino)nicotinonitrile